(S)-2-((R)-2-(4-fluorophenyl)-2-methoxyethyl)-6-(((R)-1-(5-fluoropyridin-2-yl)-2-methylpropyl)amino)-N-hydroxyhexanamide FC1=CC=C(C=C1)[C@@H](C[C@@H](C(=O)NO)CCCCN[C@H](C(C)C)C1=NC=C(C=C1)F)OC